C(C)C1(CCC(CC1)NC=1N=CC2=C(N1)NC=C2C=2C=C1N=CC=NC1=CC2)O 1-ethyl-4-((5-(quinoxalin-6-yl)-7H-pyrrolo[2,3-d]pyrimidin-2-yl)amino)cyclohexan-1-ol